2-(3'-chloro-butyl-5'-cyclohexylphenyl)benzotriazole ClC(CCC1=C(C=C(C=C1)C1CCCCC1)N1N=C2C(=N1)C=CC=C2)C